NC=1C=C(C=CC1C)C1=NC=C(C=N1)COC=1C=CC(=C(C(=O)O)C1)O 5-((2-(3-Amino-4-methylphenyl)pyrimidin-5-yl)methoxy)-2-hydroxybenzoic acid